C(C=C)(=O)NCC1CN(C2=CC=CC(=C2C1)NC(OC(C)(C)C)=O)C1=CC=C(C=C1)C(F)(F)F tert-butyl (3-(acrylamidomethyl)-1-(4-(trifluoromethyl)phenyl)-1,2,3,4-tetrahydroquinolin-5-yl)carbamate